FC=1C=2N(C=C(C1)C=1C(=CN3N=C(N=C(C31)OC)N[C@@H]3[C@@H](CN(CC3)C3COC3)F)F)C(=CN2)C(=O)NC 8-fluoro-6-(6-fluoro-2-(((3R,4S)-3-fluoro-1-(oxetan-3-yl)piperidin-4-yl)amino)-4-methoxypyrrolo[2,1-f][1,2,4]triazin-5-yl)-N-methylimidazo[1,2-a]pyridine-3-carboxamide